P(=O)(O)(O)C(CC(=O)O)(CCC(=O)O)C(=O)O 2-Phosphonobutane-1,2,4-Tricarboxylic Acid